[SiH3]O[SiH3] racemic-silyl ether